OCC1(CCOCC1)NC(=O)C1=C(OC2=C1C=C(C=C2)OCC2=CN=NN2C)C N-(4-(hydroxymethyl)tetrahydro-2H-pyran-4-yl)-2-methyl-5-((1-methyl-1H-1,2,3-triazol-5-yl)methoxy)benzofuran-3-carboxamide